S(=O)(=O)(O)C(C(=O)O)CC(=O)O.C1(CCCCC1)C(=O)O cyclohexylcarboxylate sulfosuccinate